C1(=CC=CC2=CC=CC=C12)C1=C(C=CC=C1)C1=C(C(=C(C(=C1C1=CC=CC2=CC=CC=C12)C1=CC=CC2=CC=CC=C12)C1=CC=CC2=CC=CC=C12)C1=CC=CC2=CC=CC=C12)C1=CC=CC2=CC=CC=C12 hexa(naphthyl)biphenyl